S(=O)(=O)(C1=CC=C(C)C=C1)OCP(OCC)(OCC)=O Diethyl (tosyloxy)methylphosphonate